N-(chloro(1-naphthyloxy)phosphoryl)-L-alanine isopropyl ester C(C)(C)OC([C@@H](NP(=O)(OC1=CC=CC2=CC=CC=C12)Cl)C)=O